N1(CCCC1)CC1=C(C=CC=C1)CN (2-(pyrrolidin-1-ylmethyl)phenyl)methylamine